5-(cyclopropylsulfonimidoyl)furan-2-carboxylic acid C1(CC1)S(=O)(=N)C1=CC=C(O1)C(=O)O